CC1(CCC1)OC=1C(=NON1)C(=O)O 4-(1-methylcyclobutoxy)-1,2,5-oxadiazole-3-carboxylic acid